3-tert-butyl-1-methyl-1H-pyrazole C(C)(C)(C)C1=NN(C=C1)C